tert-butyl (3S,4S)-4-[3-(2,6-dibenzyloxy-3-pyridyl)-1-methyl-indazol-7-yl]-3-hydroxy-piperidine-1-carboxylate C(C1=CC=CC=C1)OC1=NC(=CC=C1C1=NN(C2=C(C=CC=C12)[C@H]1[C@@H](CN(CC1)C(=O)OC(C)(C)C)O)C)OCC1=CC=CC=C1